FC(C1=NN(C=C1[N+](=O)[O-])C1CCN(CC1)CCCCCC=1C=C2C(N(C(C2=CC1)=O)C1C(NC(CC1)=O)=O)=O)F 5-[5-[4-[3-(difluoromethyl)-4-nitro-pyrazol-1-yl]-1-piperidyl]pentyl]-2-(2,6-dioxo-3-piperidyl)isoindoline-1,3-dione